Methyl (E)-2-((tert-butoxycarbonyl)amino)-5-phenylpent-4-enoate C(C)(C)(C)OC(=O)NC(C(=O)OC)C\C=C\C1=CC=CC=C1